2-[5-(difluoromethyl)-3-[3-[1-(o-tolyl)cyclopropyl]-1,2,4-oxadiazol-5-yl]-1H-pyrazol-1-yl]acetic acid FC(C1=CC(=NN1CC(=O)O)C1=NC(=NO1)C1(CC1)C1=C(C=CC=C1)C)F